The molecule is a C4-dicarboxylate resuting from deprotonation of both carboxy groups of dihydroxyfumaric acid. It derives from a fumarate(2-). It is a conjugate base of a dihydroxyfumaric acid. C(=C(/C(=O)O)\\[O-])(\\C(=O)O)/[O-]